tert-butyl 4-(hydroxymethyl)isoindoline-2-carboxylate OCC1=C2CN(CC2=CC=C1)C(=O)OC(C)(C)C